2-Aminobenzene-1,3-diol NC1=C(C=CC=C1O)O